[K].C1=CC=CC2=CC=CC=C12 naphthalene potassium salt